(1,5-cyclooctadiene) triflate rhodium (I) [Rh+].[O-]S(=O)(=O)C(F)(F)F.C1=CCCC=CCC1